NC=1OC2=C(C=NC=C2[C@]2(C[C@@H](OCC2)C(=O)N2[C@H](C3=C(C=C(C=C3CC2)Cl)Cl)C)O)N1 |o1:9,11| ((2R*,4S*)-4-(2-aminooxazolo[4,5-c]pyridin-7-yl)-4-hydroxytetrahydro-2H-pyran-2-yl)((S)-6,8-dichloro-1-methyl-3,4-dihydroisoquinolin-2(1H)-yl)methanone